ClC1=C(C=C(C=C1)Br)F 4-chloro-3-fluoro-1-bromobenzene